7-(4-(4-(benzo[b]thiophen-4-yl)piperazin-1-yl)butoxy)-1-(4-methylpiperazine-1-carbonyl)quinolin-2(1H)-one S1C2=C(C=C1)C(=CC=C2)N2CCN(CC2)CCCCOC2=CC=C1C=CC(N(C1=C2)C(=O)N2CCN(CC2)C)=O